CS(=NC(C1=C(C=CC=C1)C(F)(F)F)=O)(CC=1N=C2N(C=CC(=C2)C2=NOC(=N2)C(F)(F)F)C1)=O N-(methyl(oxo)((7-(5-(trifluoromethyl)-1,2,4-oxadiazol-3-yl)imidazo[1,2-a]pyridin-2-yl)methyl)-λ6-sulfaneylidene)-2-(trifluoromethyl)benzamide